8-fluoro-7-methoxy-2,3,4,5-tetrahydro-1H-pyrido[3,2-b]indole FC1=CC=2C3=C(NC2C=C1OC)CCCN3